(S)-2-amino-N-(4-(1,2-dimethyl-6-oxo-1,6-dihydropyridin-3-yl)-3,5-difluorophenyl)-3,3-diphenylpropanamide hydrochloride Cl.N[C@H](C(=O)NC1=CC(=C(C(=C1)F)C1=C(N(C(C=C1)=O)C)C)F)C(C1=CC=CC=C1)C1=CC=CC=C1